ethyl 6,7-dimethoxy-4-(4-sulfamoyl-1,4-diazepan-1-yl)quinoline-3-carboxylate COC=1C=C2C(=C(C=NC2=CC1OC)C(=O)OCC)N1CCN(CCC1)S(N)(=O)=O